ClC1=C(C=CC(C1)C(NC1=C2C(N(C=NC2=CC=C1)CCC1=C(C=CC=C1)OC)=O)=O)C(=O)O 2-chloro-4-((3-(2-methoxyphenethyl)-4-oxo-3,4-dihydroquinazolin-5-yl)carbamoyl)cyclohexa-1,5-diene-1-carboxylic acid